C[Si](C(C)[Si](O[Si](C)(C)CC[SiH2]C(N(CC)CC)N(CC)CC)(C)C)(OCC)OCC 1-methyldiethoxysilylethyl-3-bis(diethylamino)methylsilylethyl-1,1,3,3-tetramethyldisiloxane